methyl 4-nitro-3-{[(2S)-oxetan-2-ylmethyl]amino}benzoate [N+](=O)([O-])C1=C(C=C(C(=O)OC)C=C1)NC[C@H]1OCC1